Tert-butyl (3aR,6aS)-5-(2-chloro-5-fluoropyrimidin-4-yl)-3a,6a-dimethylhexahydropyrrolo[3,4-c]pyrrole-2(1H)-carboxylate ClC1=NC=C(C(=N1)N1C[C@@]2([C@](C1)(CN(C2)C(=O)OC(C)(C)C)C)C)F